OC=1C(NC2=CC=C(N=C2C1C(=O)N)CC1=NC=CC(=C1)C1=CC=C(C=C1)O)=O 3-Hydroxy-6-{[4-(4-hydroxyphenyl)pyridin-2-yl]methyl}-2-oxo-1H-1,5-naphthyridine-4-carboxamide